4-chloro-N-(4-cyanobicyclo[2.2.2]oct-1-yl)-2-(methylsulfonyl)benzamide ethyl-1-(2-chloro-5-fluoropyrimidin-4-yl)-5-methyl-1H-1,2,4-triazole-3-carboxylate C(C)OC(=O)C1=NN(C(=N1)C)C1=NC(=NC=C1F)Cl.ClC1=CC(=C(C(=O)NC23CCC(CC2)(CC3)C#N)C=C1)S(=O)(=O)C